FC1=CC(=C(C=C1C)O)C1=NN=C(C=2CCCCC12)N[C@H]1CN(CCC1)C (R)-4-fluoro-5-methyl-2-(4-((1-methylpiperidin-3-yl)amino)-5,6,7,8-tetrahydrophthalazine-1-yl)phenol